5-(2-chlorophenyl)-N-(4-(trifluoromethyl)pyridin-2-yl)oxazole-4-carboxamide ClC1=C(C=CC=C1)C1=C(N=CO1)C(=O)NC1=NC=CC(=C1)C(F)(F)F